ClC=1N=C(C2=C(N1)N(C=C2)[C@@H]2O[C@@]([C@H](C2)O)(CO)C#C)NC(OCCCCCCCCCCCCCC)=O Tetradecyl (2-chloro-7-((2R,4S,5R)-5-ethynyl-4-hydroxy-5-(hydroxymethyl)tetrahydrofuran-2-yl)-7H-pyrrolo[2,3-d]pyrimidin-4-yl)carbamate